1-(2-fluoroethyl)-piperidine-4-carboxylic acid ethyl ester C(C)OC(=O)C1CCN(CC1)CCF